CC=1C=C(C(=O)OC2=CC(=CC(=C2)C=NC2=CC=C(C=C2)Cl)Cl)C=CC1 3-chloro-5-((4-chloro-phenylimino)methyl)-phenyl 3-methylbenzoate